CC1=C(C=2N(C=C1)C=CN2)C2=C(C=C(C=C2O)CCCCC)O 2-(7-methylimidazo[1,2-a]pyridin-8-yl)-5-pentylbenzene-1,3-diol